α-ketovalerate O=C(C(=O)[O-])CCC